(S)-2-((5-amino-8-(2,6-dimethylpyridin-4-yl)-3-oxo-7-phenyl-[1,2,4]triazolo[4,3-c]pyrimidin-2(3H)-yl)methyl)-4,4-difluoropyrrolidine-1-carboxylic acid tert-butyl ester C(C)(C)(C)OC(=O)N1[C@@H](CC(C1)(F)F)CN1N=C2N(C(=NC(=C2C2=CC(=NC(=C2)C)C)C2=CC=CC=C2)N)C1=O